NC=1C(=CC(=NC1)C=1CN(CCC1)C(=O)[O-])C(N)=O 5-amino-4-carbamoyl-5',6'-dihydro-[2,3'-bipyridine]-1'(2'H)-carboxylate